ferric diphenylphosphonate C1(=CC=CC=C1)OP(OC1=CC=CC=C1)=O.[Fe+3]